N1=CN=CC2=C1C1=C(NC=3C=CC=CC13)CCC2 5,6,7,8-tetrahydropyrimido[4',5':3,4]cyclohepta[1,2-b]indole